ClC1=NC=CC=C1C(=O)NCCN1N=C(N(C1=O)C(C)(C)C)C(F)(F)F 2-chloro-N-[2-[4-(1,1-dimethylethyl)-4,5-dihydro-5-oxo-3-(trifluoromethyl)-1H-1,2,4-triazol-1-yl]ethyl]-3-pyridinecarboxamide